C(C)OC1=CC=2N(C=C1C(=O)NC=1N=CC(=NC1)N1C[C@@H](N([C@@H](C1)C)C(=O)OC(C)(C)C)C)C=C(N2)C tert-butyl (2S,6R)-4-(5-(7-ethoxy-2-methylimidazo[1,2-a]pyridine-6-carboxamido)pyrazin-2-yl)-2,6-dimethylpiperazine-1-carboxylate